(R)-N-(7-(4-amino-1-(piperidin-3-yl)-1H-pyrazolo[3,4-d]pyrimidin-3-yl)benzo[d][1,3]dioxol-4-yl)-4-(diethylamino)benzamide NC1=C2C(=NC=N1)N(N=C2C2=CC=C(C1=C2OCO1)NC(C1=CC=C(C=C1)N(CC)CC)=O)[C@H]1CNCCC1